O[C@H](C(=O)O)C(C)C (2S)-2-hydroxy-3-methylbutyric acid